C(=O)(OC(C)(C)C)N[C@H](CCSC)C(=O)O boc-D-methionine